6-(cyclopropylmethoxy)-5-(3-methoxyazetidin-1-yl)picolinic acid C1(CC1)COC1=C(C=CC(=N1)C(=O)O)N1CC(C1)OC